C(C)(=O)C1=C(C=C(C=C1)Cl)C1=CC(N(C=C1OC)C(C(=O)NC1=CC=C(C(=O)OC)C=C1)CC1=CC=CC=C1)=O Methyl 4-(2-(4-(2-acetyl-5-chlorophenyl)-5-methoxy-2-oxopyridin-1(2H)-yl)-3-phenylpropanamido)benzoate